FC=1C=C(C(=O)NC2=CC3=CN(N=C3C=C2OC)C2CCC(CC2)CO)C=CC1 3-Fluoro-N-[2-[4-(hydroxymethyl)cyclohexyl]-6-methoxy-indazol-5-yl]benzamide